FC=1C=C(C=CC1C)C(C([Se]C1=CC=CC=C1)[Se]C1=CC=CC=C1)=O 1-(3-Fluoro-4-methylphenyl)-2,2-bis(phenylselanyl)ethan-1-one